4,6-bis(mercaptomethyl)1,3-dithiacyclohexane SCC1SCSC(C1)CS